ClC1=C(C=CC=C1Cl)N1CCN(CC1)CC[C@@H]1C[C@H](C1)NC(=O)C=1N=C(OC1)C N-(trans-3-(2-(4-(2,3-dichlorophenyl)piperazin-1-yl)ethyl)cyclobutyl)-2-methyl-oxazole-4-carboxamide